(S)-6-isopropoxy-N-(phenyl(piperidin-4-yl)methyl)pyridine-3-sulfonamide C(C)(C)OC1=CC=C(C=N1)S(=O)(=O)N[C@@H](C1CCNCC1)C1=CC=CC=C1